tert-butyl (2-(4-bromophenyl)propan-2-yl)carbamate BrC1=CC=C(C=C1)C(C)(C)NC(OC(C)(C)C)=O